OCC(C(\C=C\CCCCCCCCCCCC)O)NC(CCCCCCC\C=C/CCCCCCCC)=O N-((E)-1,3-dihydroxyheptadec-4-en-2-yl)oleamide